FC1=C(C=CC(=C1)F)N1N=CC2=C1N(C(C=C2O)=O)CCOC 1-(2,4-difluorophenyl)-4-hydroxy-7-(2-methoxyethyl)pyrazolo[3,4-b]pyridin-6-one